ClC=1C=C(C=CC1C)N(C(C)=O)C1=NC=CC(=C1)NC(CC1=C(C=CC=C1Cl)Cl)=O N-(3-chloro-4-methylphenyl)-N-{4-[2-(2,6-dichlorophenyl)acetamido]pyridin-2-yl}acetamide